FC=1C=CC(=NC1)N1N=CN=C1C(C)N 1-[2-(5-fluoro-2-pyridyl)-1,2,4-triazol-3-yl]ethanamine